6-[(6-{3-isopropyl-6-(5-methyl-1,3,4-oxadiazol-2-yl)-1,1-dioxo-5-[2-(tetrahydro-2H-pyran-4-yl)ethyl]-1λ6-thia-4-aza-7-indanyl}-2-oxo-1,3-benzoxazol-3-yl)methyl]nicotinonitrile C(C)(C)C1CS(C2=C(C(=C(N=C12)CCC1CCOCC1)C=1OC(=NN1)C)C1=CC2=C(N(C(O2)=O)CC2=NC=C(C#N)C=C2)C=C1)(=O)=O